O=C1NC(CCC1N1C(C2=CC=C(C=C2C1)CNC(=O)NC1=CC=C(C=C1)OCC1=CC(=CC=C1)CO)=O)=O 1-((2-(2,6-Dioxopiperidin-3-yl)-1-oxoisoindolin-5-yl)methyl)-3-(4-((3-(hydroxymethyl)benzyl)oxy)phenyl)urea